5-[(4-tert-butylphenyl)methoxy]-3-[3-(fluoromethyl)azetidine-1-carbonyl]-2-pyrazin-2-yl-4H-pyrazolo[1,5-a]pyrimidin-7-one C(C)(C)(C)C1=CC=C(C=C1)COC=1NC=2N(C(C1)=O)N=C(C2C(=O)N2CC(C2)CF)C2=NC=CN=C2